CN1CC2N(C(C1)C2)C=2C=CC(=CC2)OC(F)(F)F 5-(3-methyl-3,6-diazabicyclo[3.1.1]heptan-6-yl)-2-(trifluoromethoxy)benzene